(4-chloro-2-fluorophenyl)-6-[2,2-dimethyl-6-(1-methyl-1H-pyrazol-4-yl)oxacyclohex-4-yl]-2,3-dimethyl-3H,4H-[1,3]diazino[5,4-d]pyrimidin-4-one ClC1=CC(=C(C=C1)C1=NC(=NC2=C1N=C(N(C2=O)C)C)C2CC(OC(C2)C=2C=NN(C2)C)(C)C)F